7-(1-(3-((tert-butoxycarbonylamino)methyl)phenyl)-3-(trifluoromethyl)-1H-pyrazole-5-carboxamido)-6-fluoro-3,4-dihydroisoquinoline-2(1H)-carboxylic acid tert-butyl ester C(C)(C)(C)OC(=O)N1CC2=CC(=C(C=C2CC1)F)NC(=O)C1=CC(=NN1C1=CC(=CC=C1)CNC(=O)OC(C)(C)C)C(F)(F)F